ClC1=NN(C=2CC3=C(C(C12)=O)C(=CC=C3)C)C3OCCCC3 chloro-5-methyl-1-(tetrahydro-2H-pyran-2-yl)-1H-benzo[f]indazol-4(9H)-one